tert-butyl (R,Z)-2-cyano-3-(((dimethylamino)methylene)amino)-6a,7,9,10-tetrahydropyrazino[1,2-d]pyrido[3,2-b][1,4]oxazine-8(6H)-carboxylate C(#N)C=1C(=CC=2OC[C@@H]3N(C2N1)CCN(C3)C(=O)OC(C)(C)C)\N=C/N(C)C